ClC=1C=C(OC2=NC3=C(N=C(C(=C3C=C2)O)C(=O)OCC)Cl)C=CC1 ethyl 2-(3-chlorophenoxy)-5-hydroxy-8-chloro-1,7-naphthyridine-6-carboxylate